2-trihydrofuranOne O1C(CCC1)=O